C(CCCC[C@@H]1SC[C@@H]2NC(=O)N[C@H]12)(=O)NCCCCC(=O)NC=1C=C(C=C(C1)NC(CCCCNC(CCCC[C@@H]1SC[C@@H]2NC(=O)N[C@H]12)=O)=O)C(NCCOCCOCCOCCOCCOCCOCCOCCOCCOCCOCCOCCOCCC(=O)OC(C)(C)C)=O tert-Butyl 1-(3,5-Bis(5-(biotinylamino)pentanamido)phenyl)-1-oxo-5,8,11,14,17,20,23,26,29,32,35,38-dodecaoxa-2-azahentetracontan-41-oate